FC1=C(CC2=NC3=C(N2C[C@H]2OCC2)C=C(C=C3)C(=O)O)C=C(C(=C1)C1=NC(=CC=C1)OCC=1C=CC3=C(N(N=N3)C)C1)F (S)-2-(2,5-difluoro-4-(6-((1-methyl-1H-benzo[d][1,2,3]triazol-6-yl)methoxy)pyridin-2-yl)benzyl)-1-(oxetan-2-ylmethyl)-1H-benzo[d]imidazole-6-carboxylic acid